2-cyclopropyl-N-(3-(3,3-difluoro-1-((4-methyl-4H-1,2,4-triazol-3-yl)methyl)cyclobutyl)phenyl)-6-methylpyrimidine-4-carboxamide C1(CC1)C1=NC(=CC(=N1)C(=O)NC1=CC(=CC=C1)C1(CC(C1)(F)F)CC1=NN=CN1C)C